O1CCOC2=C1C=CC(=C2)N2C(=NNC2=O)SC=2SC(=CN2)[N+](=O)[O-] 4-(2,3-dihydro-1,4-benzodioxin-6-yl)-3-[(5-nitro-1,3-thiazol-2-yl)sulfanyl]-1H-1,2,4-triazol-5-one